(1R,3S)-3-{5-[2-(2-formyl-3-hydroxy-5-methoxyphenoxy)acetamido]-2H-pyrazol-3-yl}cyclopentyl (3S)-3-cyanopiperidine-1-carboxylate C(#N)[C@@H]1CN(CCC1)C(=O)O[C@H]1C[C@H](CC1)C=1NN=C(C1)NC(COC1=C(C(=CC(=C1)OC)O)C=O)=O